tert-butyl (S)-2-(4-(3-(4-methylpiperazin-1-yl)benzoyl)piperazin-1-carbonyl)pyrrolidin-1-carboxylate CN1CCN(CC1)C=1C=C(C(=O)N2CCN(CC2)C(=O)[C@H]2N(CCC2)C(=O)OC(C)(C)C)C=CC1